N-(5-Fluoropyrimidin-2-yl)-6-propyl-7,8-dihydro-6H-cyclopenta[e][1,2,4]triazolo[4,3-a]pyridine-4-carboxamide FC=1C=NC(=NC1)NC(=O)C=1C=2N(C3=C(C1)C(CC3)CCC)C=NN2